C(C)(=O)N1CCN(CC1)C=1C=C2CCN(CC2=CC1)CS(=O)(=O)N(C)CC1=CC=C(C=C1)C(C)(C)C 6-(4-acetylpiperazin-1-yl)-N-(4-tert-butyl-benzyl)-N-methyl-3,4-dihydroisoquinoline-2(1H)-methanesulfonamide